2-azido-3-(2-methylthiazol-5-yl)prop-2-enoic acid ethyl ester C(C)OC(C(=CC1=CN=C(S1)C)N=[N+]=[N-])=O